N-(tert-butyl)-2-((7-((tert-butyldimethylsilyl)oxy)-2-chloro-6,7-dihydro-5H-cyclopenta[d]pyrimidin-4-yl)(methyl)amino)acetamide C(C)(C)(C)NC(CN(C)C=1C2=C(N=C(N1)Cl)C(CC2)O[Si](C)(C)C(C)(C)C)=O